(4-((4-(trifluoromethyl)-9H-carbazol-9-yl)methyl)benzyl)phosphonic acid FC(C1=CC=CC=2N(C3=CC=CC=C3C12)CC1=CC=C(CP(O)(O)=O)C=C1)(F)F